2-chloro-5-(2-naphthyl)phenol ClC1=C(C=C(C=C1)C1=CC2=CC=CC=C2C=C1)O